ClC=1C=CC(=C(C1)C1NC(C=2C1=C(C1=C(N(N=C1C2)C)CC(F)F)NC(=O)N2CSC1=C2C=CC(=C1)F)=O)F N-[5-(5-chloro-2-fluorophenyl)-3-(2,2-difluoroethyl)-2-methyl-7-oxo-6,7-dihydro-5H-pyrrolo[4,3-f]indazol-4-yl]-6-fluoro-2,3-dihydrobenzo[d][1,3]thiazole-3-carboxamide